ClC1=C(C=2N=C(N=C(C2C(=N1)C)N1C[C@@H](CCC1)O)SC)F (R)-1-(7-chloro-5-methyl-8-fluoro-2-(methylthio)pyrido[4,3-d]pyrimidin-4-yl)piperidin-3-ol